CC([C@@H](C(=O)O)NC(=O)C1=NC=CC=C1)(C)C (2S)-3,3-dimethyl-2-(pyridin-2-ylformamido)butanoic acid